N-(2-Morpholinoethyl)-2-(5-phenylthiophen-2-yl)acetamid O1CCN(CC1)CCNC(CC=1SC(=CC1)C1=CC=CC=C1)=O